O1[CH+]CCC2=CC=CC=C12 chromanylium